C(C)OC1(C2=CC=CC=C2C=2C=CC=CC12)C(=O)O 9-ethoxyfluorene-9-carboxylic acid